C[C@@H](CN[C@H](C)C1=CC=CC=C1)CC |r| (2RS,αRS)-2-methylbutyl-α-phenylethylamine